C(C#C)N1CC(CCC1)C(=O)OCC Ethyl 1-(prop-2-yn-1-yl)piperidine-3-carboxylate